O\N=C(\C1=CC=C(C=C1)OC(F)(F)F)/N (Z)-N'-hydroxy-4-(trifluoromethoxy)benzamidine